5-(benzyloxy)-3-((R)-2-((1R,2R)-2-(4-chlorophenyl)-2-(3-fluorophenyl)-1-hydroxyethyl)pyrrolidine-1-carbonyl)-1-((2-(trimethylsilyl)ethoxy)methyl)pyridazin-4(1H)-one C(C1=CC=CC=C1)OC=1C(C(=NN(C1)COCC[Si](C)(C)C)C(=O)N1[C@H](CCC1)[C@@H]([C@@H](C1=CC(=CC=C1)F)C1=CC=C(C=C1)Cl)O)=O